N(=C=O)CCCC1(C2C(CC(C1)C2)CN=C=O)CN=C=O 2-(3-isocyanatopropyl)-2,6-bis(isocyanatomethyl)-bicyclo[2.2.1]heptane